(P)-1-(5-chloro-2-methoxy-4-(trifluoromethoxy)phenyl)-N-(isoxazol-3-yl)-N-(4-methoxybenzyl)-2-oxo-1,2-dihydroquinoline-6-sulfonamide ClC=1C(=CC(=C(C1)N1C(C=CC2=CC(=CC=C12)S(=O)(=O)N(CC1=CC=C(C=C1)OC)C1=NOC=C1)=O)OC)OC(F)(F)F